2-chloro-4,6-dimorpholino-1,3,5-triazine ClC1=NC(=NC(=N1)N1CCOCC1)N1CCOCC1